1-(4-Hydroxy-phenyl)-3-(4-methoxy-3-morpholin-4-ylmethyl-phenyl)-propenone COC1=C(C=C(C=C1)/C=C/C(=O)C2=CC=C(C=C2)O)CN3CCOCC3